S(=O)(=O)(O)CCOCC#C 3-(beta-sulphoethoxy)-propyne